CC1(OB(OC1(C)C)C=1COC2(CC1)CCN(CC2)C(=O)OC(C)(C)C)C tert-butyl 3-(4,4,5,5-tetramethyl-1,3,2-dioxaborolan-2-yl)-1-oxa-9-azaspiro[5.5]undec-3-ene-9-carboxylate